(6R)-17-amino-12-benzyl-6,15-bis(trifluoromethyl)-19-oxa-3,4,13,18-tetrazatricyclo[12.3.1.12,5]nonadeca-1(18),2,4,14,16-pentaen-6-ol NC1=CC(=C2NC(CCCCC[C@](C3=NN=C(C1=N2)O3)(O)C(F)(F)F)CC3=CC=CC=C3)C(F)(F)F